(2S)-2-(tert-butoxycarbonylamino)-3-(3-hydroxyphenyl)propionic acid C(C)(C)(C)OC(=O)N[C@H](C(=O)O)CC1=CC(=CC=C1)O